4-(4,5-dimethyl-1-oxo-6-(p-tolyl)-1,6-dihydro-2H-pyrrolo[3,4-d]pyridazin-2-yl)butyric acid CC=1C=2C(C(N(N1)CCCC(=O)O)=O)=CN(C2C)C2=CC=C(C=C2)C